N1(CCNCC1)C(=O)C1CCN(CC1)C1=CC=C(C=N1)C1C(NC(CC1)=O)=O 3-{6-[4-(PIPERAZINE-1-CARBONYL)PIPERIDIN-1-YL]PYRIDIN-3-YL}PIPERIDINE-2,6-DIONE